CC(=C=CCC(C)=O)CCCC(C)C 6,10-di-methylundeca-4,5-dien-2-one